methyl (S)-3-(8-chloro-1-((3-(dimethylamino)propyl)thio)-6-(2-fluorophenyl)-4H-benzo[f][1,2,4]triazolo[4,3-a][1,4]diazepin-4-yl)propionate ClC=1C=CC2=C(C(=N[C@H](C=3N2C(=NN3)SCCCN(C)C)CCC(=O)OC)C3=C(C=CC=C3)F)C1